C(C)(C)(C)N(C(O)=O)CC[C@H](C#CC)NC(=S)NC1=CC=CC=2OCCOC21.C[C@@H]2N(CCN(C2)C(C2=CC(=NC=C2)C)=O)C2CC(C2)C(=O)N |&1:10| 3-((S)-2-methyl-4-(2-methylisonicotinoyl)piperazin-1-yl)cyclobutane-1-carboxamide tert-butyl-(RS)-(3-(3-(2,3-dihydrobenzo[b][1,4]dioxin-5-yl)thioureido)hex-4-yn-1-yl)carbamate